2-amino-2-cyclohexyl-1-(7-(5-(4-fluoro-2-(1-isopropyl-1H-pyrazol-5-yl)phenoxy)pyrimidin-4-yl)-2,7-diazaspiro[4.4]nonan-2-yl)ethanone NC(C(=O)N1CC2(CC1)CN(CC2)C2=NC=NC=C2OC2=C(C=C(C=C2)F)C2=CC=NN2C(C)C)C2CCCCC2